bromolutidine BrC=1C(=NC(=CC1)C)C